C(C)(=O)O.C(CCCCCCCCCCC)(=O)N lauramide acetate